N-decylpyridinium C(CCCCCCCCC)[N+]1=CC=CC=C1